C(C1=CC=CC=C1)N1CC(=C(C2=CC=CC=C12)C1=CC=CC=C1)Br 1-benzyl-3-bromo-4-phenylquinolin